C1(CC1)N1C=C(C(C2=CC(=C(C(=C12)OC)N1C[C@@H]2CCCN[C@@H]2C1)F)=O)C(=O)O 1-cyclopropyl-7-[(1s,6s)-2,8-diazabicyclo[4.3.0]non-8-yl]-6-fluoro-8-methoxy-4-oxoquinoline-3-carboxylic acid